C(C)C1=C(C(=C(C=C1C)O)CCCCCC)O 4-Ethyl-2-hexyl-5-methylbenzene-1,3-diol